[Cl-].C1(=C(C(=CC(=C1)C)C)[N+]1=CN2C(C=CC=C2N2CCCCC2)=C1)C 2-mesityl-5-(piperidin-1-yl)imidazo[1,5-a]pyridin-2-ium chloride